C(C)(C)(C)OC(=O)N(C1=C(C(=NN1C(C)C)C=1C=CC(=NC1)C(C(=O)OC)C)C#N)C(=O)OC(C)(C)C methyl 2-[5-[5-[bis(tert-butoxycarbonyl)amino]-4-cyano-1-isopropyl-pyrazol-3-yl]-2-pyridyl]propanoate